ClC=1C(=NC(=NC1)N1C[C@H]2N(CC1)CCC2)NC2=CC=1C3=C(C(N(C1C=C2)C)=O)OCC([C@@H](N3)C3CC3)(F)F (S)-10-((5-Chloro-2-((S)-hexahydropyrrolo[1,2-a]pyrazin-2(1H)-yl)pyrimidin-4-yl)amino)-2-cyclopropyl-3,3-difluoro-7-methyl-1,2,3,4-tetrahydro-[1,4]oxazepino[2,3-c]chinolin-6(7H)-on